[SiH3]O[SiH2]O[SiH2]O[SiH2]O[SiH2]O[SiH2]O[SiH2]O[SiH2]O[SiH2]O[SiH3] Decasiloxane